7-(cis-3-hydroxy-3-methylcyclobutyl)-3-[2-hydroxy-6-methyl-4-(trifluoromethyl)phenyl]-7H-pyrrolo[2,3-c]pyridazine-5-carbonitrile OC1(CC(C1)N1C=C(C2=C1N=NC(=C2)C2=C(C=C(C=C2C)C(F)(F)F)O)C#N)C